FC=1C=2N(C=C(C1)C=1C=C(C=3C(=NN(N3)C3CCNCC3)C1)OC)C=C(N2)C 6-(8-fluoro-2-methyl-imidazo[1,2-a]pyridin-6-yl)-4-methoxy-2-(4-piperidinyl)benzotriazole